methyl 9-fluoro-5-hydroxy-1-(4-methoxybenzyl)-2-oxo-2,3-dihydro-1H-benzo[b]azepine-4-carboxylate FC1=CC=CC2=C1N(C(CC(=C2O)C(=O)OC)=O)CC2=CC=C(C=C2)OC